6-[4-(2,2-difluoroethyl)piperazin-1-yl]-N-{(1R)-1-[3-(difluoromethyl)-2-fluorophenyl]ethyl}-2-methylpyrido[3,4-d]pyrimidin-4-amine FC(CN1CCN(CC1)C1=CC2=C(N=C(N=C2N[C@H](C)C2=C(C(=CC=C2)C(F)F)F)C)C=N1)F